3-[6-(1,4-Dioxa-8-azaspiro[4.5]decan-8-yl)-1-oxo-isoindolin-2-yl]piperidine-2,6-dione O1CCOC12CCN(CC2)C2=CC=C1CN(C(C1=C2)=O)C2C(NC(CC2)=O)=O